1-(3-(3-(1H-pyrazol-4-yl)quinoxaline-6-carbonyl)-5-fluorophenyl)-3-(3-fluorophenyl)urea N1N=CC(=C1)C=1C=NC2=CC=C(C=C2N1)C(=O)C=1C=C(C=C(C1)F)NC(=O)NC1=CC(=CC=C1)F